O1C(COC2=C1C=CC=C2)CN2CC(CC2)(C)COC 1-(2,3-dihydro-benzo[1,4]dioxin-2-ylmethyl)-3-methoxymethyl-3-methyl-pyrrolidine